C(#N)C1=C(C(=O)N[C@@H](CO)C2=CC=C(C=C2)S(=O)(=O)CC)C=CC(=C1)N1[C@@H](C[C@@H](C1)OC1=CC=C(C=C1)C(F)(F)F)COC(F)(F)F 2-cyano-N-((R)-1-(4-(ethylsulfonyl)phenyl)-2-hydroxyethyl)-4-((2S,4S)-2-((trifluoromethoxy)methyl)-4-(4-(trifluoromethyl)phenoxy)pyrrolidin-1-yl)benzamide